2-(1-(((3R,5R)-5-fluoro-1-methylpiperidin-3-yl)amino)-7,8-dihydro-5H-pyrano[3,4-d]pyridazin-4-yl)phenol F[C@@H]1C[C@H](CN(C1)C)NC1=C2C(=C(N=N1)C1=C(C=CC=C1)O)COCC2